C(C)(C)(C)OC(NC1=C(SC(=C1)C)C)=O N-(2,5-dimethylthiophen-3-yl)carbamic acid tert-butyl ester